FC=1C=C(C=CC1OC)[C@@H](CC(=O)O)C=1C=NN(C1)CCCC1=NC=2NCCCC2C=C1 |r| (±)-3-(3-fluoro-4-methoxyphenyl)-3-(1-(3-(5,6,7,8-tetrahydro-1,8-naphthyridin-2-yl)propyl)-1H-pyrazol-4-yl)propionic acid